CC1=CC2=C(C=N1)C(CC2)O 3-methyl-6,7-dihydro-5H-cyclopenta[c]Pyridine-7-ol